NC1=NC2=C(C=3N1N=C(N3)C=3OC=CC3)C=NN2C(C(=O)NC2(CC2)CO)(C)C2=CC=CC=C2 2-(5-amino-2-(furan-2-yl)-7H-pyrazolo[4,3-e][1,2,4]triazolo[1,5-c]pyrimidin-7-yl)-N-(1-(hydroxymethyl)cyclopropyl)-2-phenylpropionamide